BrC=1C(=C(C=C(C1)F)C=1OC(=NN1)C1CC1)OC 2-(3-bromo-5-fluoro-2-methoxyphenyl)-5-cyclopropyl-1,3,4-oxadiazole